C(C)OC(=O)C1=C(C(C(=CC1)Br)=CN(C)C)C 4-bromo-3-((dimethylamino)methylene)-2-methylcyclohexa-1,4-diene-1-carboxylic acid ethyl ester